5-bromo-N-methoxy-N,2-dimethyl-pyridine-3-carboxamide BrC=1C=C(C(=NC1)C)C(=O)N(C)OC